NC=1N=NC(=CC1N1CC2CCC(C1)N2C2=NC=C(C=N2)N2CCN(CC2)C(=O)OCC2=CC=CC=C2)Cl benzyl 4-[2-[3-(3-amino-6-chloro-pyridazin-4-yl)-3,8-diazabicyclo[3.2.1]octan-8-yl]pyrimidin-5-yl]piperazine-1-carboxylate